CN1N=CC(=C1)C1N(CCCC1)C (1-methyl-1H-pyrazol-4-yl)(1-methylpiperidine)